5-(Methylamino)-6-(3-methylimidazo[4,5-c]pyridin-7-yl)-3-[4-(2-oxa-6-azaspiro[3.3]heptan-6-yl)anilino]pyrazine-2-carboxamide CNC=1N=C(C(=NC1C=1C2=C(C=NC1)N(C=N2)C)C(=O)N)NC2=CC=C(C=C2)N2CC1(COC1)C2